C(#N)C=1C=C(C=CC1)C=1C=C2C=CN(C2=C(C1)C(=O)NCC1=CC=C(C(=O)O)C=C1)CC1=CC(=CC=C1)C(F)(F)F 4-((5-(3-cyanophenyl)-1-(3-(trifluoromethyl)benzyl)-1H-indole-7-carboxamido)methyl)benzoic acid